ClC1=NC=C(C(=N1)OCC1=CC=C(C=C1)C=1N(C=C(N1)C(F)(F)F)C)SC 2-chloro-4-((4-(1-methyl-4-(trifluoromethyl)-1H-imidazol-2-yl)benzyl)oxy)-5-(methylthio)pyrimidine